C(CC)O[SiH2]O[SiH3] n-propoxydisiloxane